5-(4-(2-hydroxy-propan-2-yl)bicyclo[2.2.2]oct-1-yl)-2-methoxybenzoic acid OC(C)(C)C12CCC(CC1)(CC2)C=2C=CC(=C(C(=O)O)C2)OC